NC(C(=O)O)C(C)(C)O Amino-3-hydroxy-3-methylbutyric acid